C(C)(C)[C@H]1CC[C@H](CC1)OC[C@@H]1N(CCC[C@@H]1NS(=O)(=O)C)S(=O)(=O)C N-(cis-2-(((cis-4-isopropylcyclohexyl)oxy)methyl)-1-(methylsulfonyl)piperidin-3-yl)methanesulfonamide